4-methyl-N-(thiophene-2-carbonyl)benzenesulfonamide chloride [Cl-].CC1=CC=C(C=C1)S(=O)(=O)NC(=O)C=1SC=CC1